[2-[2-cyclopropyl-6-(oxacyclohex-4-ylmethoxy)pyridine-4-carbonyl]-1,3-dihydroisoindol-5-yl]-(1,4,6,7-tetrahydrotriazolo[4,5-c]pyridin-5-yl)methanone C1(CC1)C1=NC(=CC(=C1)C(=O)N1CC2=CC=C(C=C2C1)C(=O)N1CC2=C(CC1)NN=N2)OCC2CCOCC2